(4-(Difluoromethyl)-1-methyl-1H-pyrazol-3-yl)(6-(5-isopropyl-1H-pyrazole-3-carbonyl)-2,6-diazaspiro[3.3]heptan-2-yl)methanone FC(C=1C(=NN(C1)C)C(=O)N1CC2(C1)CN(C2)C(=O)C2=NNC(=C2)C(C)C)F